FC1=CC=CC=2C3=C(N(C12)C)CCN(C3=O)CC=3N=CNC3C 6-fluoro-5-methyl-2-[(5-methyl-1H-imidazol-4-yl)methyl]-2,3,4,5-tetrahydro-1H-pyrido[4,3-b]indol-1-one